3-bromo-2-chloro-6-fluoropyridine BrC=1C(=NC(=CC1)F)Cl